2-methyl-5-[(1R,4R)-5-methyl-2,5-diazabicyclo[2.2.1]Hept-2-yl]Benzamide CC1=C(C(=O)N)C=C(C=C1)N1[C@H]2CN([C@@H](C1)C2)C